C[C@]12OC(C[C@@H]1[C@]1(C[C@H](CC(C1CC2)(C)C)SC2=NN=NN2C2=CC=CC=C2)C)=O (3aR,8S,9aS,9bR)-3a,6,6,9a-tetramethyl-8-((1-phenyl-1H-tetrazol-5-yl)thio)decahydronaphtho[2,1-b]furan-2(1H)-one